FC1(CC(NCC1)C)F 4,4-difluoro-2-methylpiperidin